C1(CC1)[C@@H]1CCOC1 (3R,4S)-4-Cyclopropyltetrahydrofuran